OC1=CC(=C(C2=C1C(C=C(O2)C2=CC=C(C=C2)F)=O)O\C(\C(=O)OCC)=C\O)OCC2=CC=CC=C2 (E)-ethyl 2-((5-hydroxy-7-benzyloxy-2-(4-fluorophenyl)-4-oxo-4H-benzopyran-8-yl) oxy)-3-hydroxyacrylate